5-(2-acryloyl-2,6-diazaspiro[3.4]octan-6-yl)-1-methyl-3-(5-methyl-1H-indazol-4-yl)-2-oxo-1,2-dihydropyridine-4-carbonitrile C(C=C)(=O)N1CC2(C1)CN(CC2)C=2C(=C(C(N(C2)C)=O)C2=C1C=NNC1=CC=C2C)C#N